3-(4-amino-3-nitrophenylethyl)-2-(1-(4-bromophenyl)-3-(4-fluorophenyl)-1H-pyrazole-4-yl)oxazolidin-4-one NC1=C(C=C(C=C1)CCN1C(OCC1=O)C=1C(=NN(C1)C1=CC=C(C=C1)Br)C1=CC=C(C=C1)F)[N+](=O)[O-]